(4-methoxy-2-methyl-4-oxobutyl)zinc bromide [Br-].COC(CC(C[Zn+])C)=O